FC(S(=O)(=O)N(S(=O)(=O)C(F)(F)F)C1=CC=CC=C1)(F)F 1,1,1-trifluoro-N-phenyl-N-trifluoromethanesulfonylmethanesulfonamide